Flavonone O1C(C(C(=O)C2=CC=CC=C12)=O)C1=CC=CC=C1